FC1=C(C=C(C(=C1)O)F)C1=CC=C(C=C1)NC(=O)[C@@H]1N(CCC1)C(=O)NC1=CC=C(C=C1)C(C)C (2R)-N2-(2',5'-difluoro-4'-hydroxy[1,1'-biphenyl]-4-yl)-N1-[4-(propan-2-yl)phenyl]pyrrolidine-1,2-dicarboxamide